(±)-N-(3-bromo-2-fluorophenyl)-7-vinyl-7,8-dihydro[1,4]dioxino[2,3-g]quinazolin-4-amine BrC=1C(=C(C=CC1)NC1=NC=NC2=CC3=C(C=C12)O[C@@H](CO3)C=C)F |r|